[2H]C([2H])([2H])C([2H])(C([2H])([2H])C1=CC=CC=C1)N([2H])[2H] amphetamine-d8